C1(CCC1)N1N=C(C=C1)NC(=O)C=1C(=CC(=C(C1)NC(=O)C1=CN=C(S1)C)C)F N-[5-[(1-Cyclobutylpyrazol-3-yl)carbamoyl]-4-fluoro-2-methylphenyl]-2-methyl-1,3-thiazole-5-carboxamide